NC1=C2N=CN(C2=NC=N1)[C@H]1[C@@H]([C@@H]([C@H](O1)C(=O)NCCCNC(=O)NCC)O)O (2S,3S,4R,5R)-5-(6-amino-9H-purin-9-yl)-N-(3-(3-ethylureido)propyl)-3,4-dihydroxytetrahydrofuran-2-carboxamide